N-(4-(4-methylpiperazin-1-yl)phenyl)-7-((tetrahydro-2H-pyran-4-yl)oxy)-5-((triisopropylsilyl)ethynyl)pyrido[2,3-d]pyrimidin-2-amine CN1CCN(CC1)C1=CC=C(C=C1)NC=1N=CC2=C(N1)N=C(C=C2C#C[Si](C(C)C)(C(C)C)C(C)C)OC2CCOCC2